6-(benzothiophene-5-yl)-3,4-dihydroisoquinoline-2(1H)-carboxylic acid tert-butyl ester C(C)(C)(C)OC(=O)N1CC2=CC=C(C=C2CC1)C=1C=CC2=C(C=CS2)C1